imidazo[2',1':2,3]thiazolo[5,4-b]pyridine N=1C=CN2C1SC1=NC=CC=C12